N-(3,5-dimethyl-4-(3-(4-methylpiperazin-1-yl)propoxy)phenyl)-4-(3-phenylisoxazolidine-2-yl)-5-(trifluoromethyl)pyrimidin-2-amine CC=1C=C(C=C(C1OCCCN1CCN(CC1)C)C)NC1=NC=C(C(=N1)N1OCCC1C1=CC=CC=C1)C(F)(F)F